C(C)(C)(C)OC(=O)NCC=1SC=C(N1)C(=O)O 2-(((tert-butoxycarbonyl)amino)methyl)thiazole-4-carboxylic acid